ethoxy(2,4,6-trimethylbenzoyl)phenylphosphin oxide C(C)OP(C1=CC=CC=C1)(C(C1=C(C=C(C=C1C)C)C)=O)=O